1,3-bis(4-Bromophenyl)-5-phenyl-2,4-imidazolidinedione BrC1=CC=C(C=C1)N1C(N(C(C1C1=CC=CC=C1)=O)C1=CC=C(C=C1)Br)=O